8,8-Dimethyl-7,8-dihydro-3H-pyrano[3'',4'':5',6']pyrido[3',2':4,5]thieno[3,2-d]pyrimidin-4(10H)-one CC1(CC=2C(=CC3=C(SC4=C3N=CNC4=O)N2)CO1)C